tert-Butyl (3-cyano-7-fluoro-4-(5-fluoro-3-(3-(hydroxymethyl)-3-(isopropylamino)pyrrolidin-1-yl)-7,9-dihydrofuro[3,4-f]quinazolin-6-yl)thieno[3,2-c]pyridin-2-yl)carbamate C(#N)C1=C(SC2=C1C(=NC=C2F)C=2C1=C(C=3C=NC(=NC3C2F)N2CC(CC2)(NC(C)C)CO)COC1)NC(OC(C)(C)C)=O